BrC1=C(C(=C(C2=CC=CC=C12)Br)N)N 1,4-dibromonaphthalene-2,3-diamine